2'-chloro-5'-methoxy-6-methyl-N-(5-(1,3,5-trimethyl-1H-pyrazole-4-carbonyl)-5,6-dihydro-4H-pyrrolo[3,4-d]thiazol-2-yl)-[4,4'-bipyridine]-3-carboxamide ClC1=NC=C(C(=C1)C1=C(C=NC(=C1)C)C(=O)NC=1SC2=C(N1)CN(C2)C(=O)C=2C(=NN(C2C)C)C)OC